BrC1=CC=C(C=C1)N1N=C(C(=C1)[C@H]1O[C@@H](C(N1CCC1=CC2=C(NC(N2)=O)C=C1)=O)C)C1=CSC=C1 (2R,5R)-2-(1-(4-bromophenyl)-3-(thiophen-3-yl)-1H-pyrazol-4-yl)-5-methyl-3-(2-(2-oxo-2,3-dihydro-1H-benzo[d]imidazol-5-yl)ethyl)Oxazolidin-4-one